FC=1C=C(C=C(C1OC1=C2C(=NC=C1)N(C=C2)S(=O)(=O)C2=CC=C(C=C2)C)F)N(C(=O)OC(C)(C)C)C(=O)OC(C)(C)C di-tert-butyl [3,5-difluoro-4-({1-[(4-methylphenyl)sulfonyl]-1H-pyrrolo[2,3-b]pyridin-4-yl}oxy)phenyl]-2-imidodicarbonate